tris(3,4-di-t-butoxyphenyl)diphenylsulfonium 2,2,3,4,4,4-Hexafluorobutyl-methacrylate FC(COC(C(=C)C)=O)(C(C(F)(F)F)F)F.C(C)(C)(C)OC=1C=C(C=CC1OC(C)(C)C)C1=C(C(=C(C=C1)[SH+]C1=CC=CC=C1)C1=CC(=C(C=C1)OC(C)(C)C)OC(C)(C)C)C1=CC(=C(C=C1)OC(C)(C)C)OC(C)(C)C